(-)-3,3'-Bis(triphenylsilyl)-1,1'-binaphthyl-2,2'-diyl hydrogen-phosphate P1(=O)(O)OC2=C(C3=CC=CC=C3C=C2[Si](C2=CC=CC=C2)(C2=CC=CC=C2)C2=CC=CC=C2)C2=C(C(=CC3=CC=CC=C23)[Si](C2=CC=CC=C2)(C2=CC=CC=C2)C2=CC=CC=C2)O1